tert-Butyl (2S,4R)-2-((5-bromo-1-methyl-1H-pyrazol-3-yl)carbamoyl)-4-fluoropyrrolidine-1-carboxylate BrC1=CC(=NN1C)NC(=O)[C@H]1N(C[C@@H](C1)F)C(=O)OC(C)(C)C